C1(=CC=CC=C1)NC(NC1=CC=C(COC2=C(C(=O)N)C=CC=C2)C=C1)=O 2-(4-(3-phenylureido)benzyloxy)benzamide